N-(6-amino-5-ethyl-3-pyridyl)-2-[(2R,5S)-5-methyl-2-(3-oxoisoindolin-5-yl)-1-piperidyl]-2-oxo-acetamide NC1=C(C=C(C=N1)NC(C(=O)N1[C@H](CC[C@@H](C1)C)C=1C=C2C(NCC2=CC1)=O)=O)CC